ethyl-5-(tosyloxy)-3-(trifluoromethyl)pentanoate C(C)OC(CC(CCOS(=O)(=O)C1=CC=C(C)C=C1)C(F)(F)F)=O